(R,E)-2-cyano-N-(1-(3,4-dimethoxyphenyl)ethyl)-3-(5-(2-(dimethylamino)ethoxy)-1H-pyrrolo[2,3-b]pyridin-3-yl)acrylamide C(#N)/C(/C(=O)N[C@H](C)C1=CC(=C(C=C1)OC)OC)=C\C1=CNC2=NC=C(C=C21)OCCN(C)C